ClC=1C=C(C=2N(N1)C=C(N2)C)OC(F)F 6-chloro-8-(difluoromethoxy)-2-methyl-imidazo[1,2-b]pyridazine